[(α-Methyl-2-nitrobenzyl)oxycarbonyl]morpholin CC(C1=C(C=CC=C1)[N+](=O)[O-])OC(=O)N1CCOCC1